[Cl-].C(OC[N+]1(CCC=C(C1)C1=NSN=C1OCCCCCC)C)(OCC(C)C)=O [5-(4-hexyloxy-1,2,5-thiadiazol-3-yl)-1-methyl-3,6-dihydro-2H-pyridin-1-ium-1-yl]methyl isobutyl carbonate chloride